N-[(2-amino-3-chloroquinolin-7-yl)methyl]-6-cyclopropyl-N-(4-fluoro-2-methanesulfonylphenyl)pyridine-3-carboxamide NC1=NC2=CC(=CC=C2C=C1Cl)CN(C(=O)C=1C=NC(=CC1)C1CC1)C1=C(C=C(C=C1)F)S(=O)(=O)C